2-((4-(7-amino-8-((2-oxo-2,3-dihydro-1H-benzo[d]imidazol-5-yl)methyl)-2-azaspiro[4.4]non-2-yl)pyrimidin-5-yl)oxy)-5-fluoro-N,N-diisopropylbenzamide NC1CC2(CCN(C2)C2=NC=NC=C2OC2=C(C(=O)N(C(C)C)C(C)C)C=C(C=C2)F)CC1CC1=CC2=C(NC(N2)=O)C=C1